5,7-difluoro-2H-chromene-3-carbonitrile FC1=C2C=C(COC2=CC(=C1)F)C#N